4,6-dichloro-2-(2-fluorophenyl)-5-(2-methoxyphenoxy)pyrimidine ClC1=NC(=NC(=C1OC1=C(C=CC=C1)OC)Cl)C1=C(C=CC=C1)F